o-ethylstyrene C(C)C1=C(C=C)C=CC=C1